N-((4-chloro-3-methylpyrazol-1-yl)methyl)carboxamide ClC=1C(=NN(C1)CNC=O)C